ClC=1C(=C2NC(C(NC2=CC1Cl)=O)=O)[N+](=O)[O-] 6,7-dichloro-5-nitro-1,4-dihydro-2,3-quiNoxalinedione